C(C1=CC=CC=C1)(=O)O[C@@H](C(=O)[O-])[C@H](C(=O)O)OC(C1=CC=CC=C1)=O.FC=1C=CC=C2CCOC(C12)C[NH2+]C (8-fluoroisochroman-1-yl)-N-methylmethanaminium (2R,3R)-2,3-bis(benzoyloxy)-3-carboxypropanoate